C(C)OC(C(C=1N=NN(C1)CC1=CC=CC=C1)N=[N+]=[N-])=O azido(1-benzyl-1H-1,2,3-triazol-4-yl)acetic acid ethyl ester